(R)-N-(4-cyclopropylphenyl)-1-(2-(pyridin-2-yl)ethyl)piperidine-2-carboxamide C1(CC1)C1=CC=C(C=C1)NC(=O)[C@@H]1N(CCCC1)CCC1=NC=CC=C1